COC1=CC=C(CNC(NC2CC3(CN(C3)C(=O)C=3C=C(C(=O)OC)C=CC3)C2)=O)C=C1 methyl 3-(6-(3-(4-methoxybenzyl)ureido)-2-azaspiro[3.3]heptane-2-carbonyl)benzoate